4-(1-(3-fluorobenzoyl)-2,3-dihydro-1H-pyrrolo[2,3-c]pyridin-4-yl)benzonitrile FC=1C=C(C(=O)N2CCC=3C2=CN=CC3C3=CC=C(C#N)C=C3)C=CC1